NCC(CN1N=CN(C1=O)CC1=CC=C(S1)C=1C=CC(N(C1)CC)=O)=C(F)F 5-[5-[[1-[2-(aminomethyl)-3,3-difluoro-allyl]-5-oxo-1,2,4-triazol-4-yl]methyl]-2-thienyl]-1-ethyl-pyridin-2-one